C(C)(=O)N(C1=C(C=C(C=C1)C1=CC=C(C=N1)C(=O)NCC=1C=NC(=CC1)F)Cl)CC1CC1 6-[4-[acetyl-(cyclopropylmethyl)amino]-3-chloro-phenyl]-N-[(6-fluoro-3-pyridinyl)methyl]pyridine-3-carboxamide